Cl.Cl.N(=NC(C(=N)N)(C)C)C(C(=N)N)(C)C 2,2'-azobis[2-methyl-propionamidine]-dihydrochloride